1-(6-(4-(furan-2-carbonyl)piperazin-1-yl)pyridin-3-yl)guanidine O1C(=CC=C1)C(=O)N1CCN(CC1)C1=CC=C(C=N1)NC(=N)N